4,7-Dichloro-3-hydroxy-3-(2-(4-isopropylphenyl)-2-oxoethyl)indolin-2-one ClC1=C2C(C(NC2=C(C=C1)Cl)=O)(CC(=O)C1=CC=C(C=C1)C(C)C)O